C(C)(=O)OCC(=O)NC1CCN(CC1)C1=NC(=C(C(=C1C#N)CC)C#N)SC(C(=O)N)C1=CC=CC=C1 2-((1-(6-((2-amino-2-oxo-1-phenylethyl) thio)-3,5-dicyano-4-ethylpyridin-2-yl) piperidin-4-yl) amino)-2-oxoethyl acetate